COC1=CC=C(C(=N1)C)NC(C1=C(N=CC(=C1)C(F)(F)F)NC1=C(C(=CC=C1)C(F)(F)F)C)=O N-(6-methoxy-2-methylpyridin-3-yl)-2-((2-methyl-3-(trifluoromethyl)-phenyl)amino)-5-(trifluoromethyl)-nicotinamide